3-{4-[4-(2-methoxyethyl)piperazine-1-sulfonyl]phenyl}-1-(pyridin-3-ylmethyl)urea COCCN1CCN(CC1)S(=O)(=O)C1=CC=C(C=C1)NC(NCC=1C=NC=CC1)=O